(2-(3-(5-isopropoxypyridin-2-yl)-1,2,4-thiadiazol-5-ylamino)-5-(trifluoromethyl)pyridin-3-yl)(pyrrolidin-1-yl)methanone C(C)(C)OC=1C=CC(=NC1)C1=NSC(=N1)NC1=NC=C(C=C1C(=O)N1CCCC1)C(F)(F)F